ethyl 2-(2-((5-(3-(aminomethyl)phenyl)benzofuran-3-yl)methoxy)-3-cyanophenyl)acetate NCC=1C=C(C=CC1)C=1C=CC2=C(C(=CO2)COC2=C(C=CC=C2C#N)CC(=O)OCC)C1